ClC=1C=C(C=NC1)NC(N)=O 3-(5-chloropyridin-3-yl)urea